(4-(3-(tert-butyl)cyclobutyl)-5-fluoro-2-methoxyphenyl)-N-(isoxazol-3-yl)-2-oxo-1,2-dihydroquinoline-6-sulfonamide C(C)(C)(C)C1CC(C1)C1=CC(=C(C=C1F)N1C(C=CC2=CC(=CC=C12)S(=O)(=O)NC1=NOC=C1)=O)OC